N[C@H](C(=O)NC1=CC2=C(C=N1)C1(CCOCC1)C(N2)=O)C2CCCCC2 (2S)-2-amino-2-cyclohexyl-N-(2-oxo-spiro[1H-pyrrolo[3,2-c]pyridin-3,4'-tetrahydropyran]-6-yl)acetamide